1-[5,6-dimethyl-4-(4-phenylpiperidine-1-carbonyl)pyridine-2-carbonyl]-4-phenyl-piperidine-4-carbonitrile CC=1C(=CC(=NC1C)C(=O)N1CCC(CC1)(C#N)C1=CC=CC=C1)C(=O)N1CCC(CC1)C1=CC=CC=C1